β-aminopropyltrimethoxysilane NC(C[Si](OC)(OC)OC)C